BrC=1C=CC(=C(CNC(C(OCC)OCC)=O)C1)OC N-(5-bromo-2-methoxybenzyl)-2,2-diethoxyacetoamide